C(CC)C1NCC(NC1)CCC 2,5-diPropylpiperazine